C1(=C(C(=CC(=C1)C)C)N1C(N(C=C1)C1=C(C=C(C=C1C)C)C)=[Pd])C (1,3-di-mesityl-1,3-dihydro-2H-imidazol-2-ylidene)palladium